C(C=C)N1CCCC1 N-allyl-pyrrolidine